1-(9Z-heptadecenoyl)-2-hexadecanoyl-glycero-3-phosphoserine CCCCCCCCCCCCCCCC(=O)O[C@H](COC(=O)CCCCCCC/C=C\CCCCCCC)COP(=O)(O)OC[C@@H](C(=O)O)N